F[C@@H]1[C@H]2CC[C@@H](C[C@@H]1N(C=1N=CC(=NC1)C1=CC=C3C=CN=CC3=C1O)C)N2 7-(5-(((1R,2R,3S,5S)-2-fluoro-8-azabicyclo[3.2.1]octan-3-yl)(methyl)amino)pyrazin-2-yl)isoquinolin-8-ol